triazocine C\1=C\C=N/N=N\C=C1